C(C)(C)C1=NN=C(O1)C=1C(=NC(=NC1)NC1=CC=C(C=C1)S(=O)(=O)C)N[C@H](CO)C1=CC=CC=C1 (2S)-2-[[5-(5-isopropyl-1,3,4-oxadiazol-2-yl)-2-(4-methylsulfonylanilino)-pyrimidin-4-yl]amino]-2-phenyl-ethanol